C(C)(C)(C)OC(N(C)CC(=O)NC1CCC(CC1)C=1C=C2C(=C(NC2=CC1)C=1C(=C(C=2N(C1)N=CN2)C)C)C(C)C)=O tert-Butyl(2-((4-(2-(7,8-dimethyl-[1,2,4]triazolo[1,5-a]pyridin-6-yl)-3-isopropyl-1H-indol-5-yl)cyclohexyl)amino)-2-oxoethyl)(methyl)carbamate